1-(3,4-dihydroxyphenyl)ethanone OC=1C=C(C=CC1O)C(C)=O